(2R,3S,5R)-2-(2,5-difluorophenyl)-5-(8-methoxy-5-methanesulfonyl-3,4-dihydro-1H-pyrido[4,3-b]indol-2-yl)tetrahydropyran-3-amine FC1=C(C=C(C=C1)F)[C@H]1OC[C@@H](C[C@@H]1N)N1CC2=C(N(C=3C=CC(=CC23)OC)S(=O)(=O)C)CC1